6-[3-ethylsulfonyl-5-(2-pyridyloxy)-2-pyridyl]-1-(2,2,3,3,3-pentafluoropropyl)-1,7-naphthyridin-2-one C(C)S(=O)(=O)C=1C(=NC=C(C1)OC1=NC=CC=C1)C=1C=C2C=CC(N(C2=CN1)CC(C(F)(F)F)(F)F)=O